2,2,2-Trifluoroethyl 2-(2-((pyrazolo[1,5-a]pyrimidine-3-carboxamido)methyl)benzofuran-7-yl)acetate N1=CC(=C2N1C=CC=N2)C(=O)NCC=2OC1=C(C2)C=CC=C1CC(=O)OCC(F)(F)F